NCC(CN1N=CN(C1=O)CC=1SC(=CC1)C1=CC=C2C=NNC2=C1)=C(F)F 2-[2-(aminomethyl)-3,3-difluoro-allyl]-4-[[5-(1H-indazol-6-yl)-2-thienyl]methyl]-1,2,4-triazol-3-one